FC1=CC=C(C=C1)C1=C(N=C(S1)C)C(=O)N1C2CC(CC1COC1=NC=C(C=C1)F)C2 2-[5-(4-fluorophenyl)-2-methyl-1,3-thiazole-4-carbonyl]-3-{[(5-fluoropyridin-2-yl)oxy]methyl}-2-azabicyclo[3.1.1]heptane